C(C1=CC=CC=C1)N1/C(/SC=C1)=N/C(OCC)=O (Z)-ethyl (3-benzylthiazol-2(3H)-ylidene)carbamate